ClC1=CC(=C(C=C1C#N)NC(C(F)(F)F)=O)I N-(4-chloro-5-cyano-2-iodo-phenyl)-2,2,2-trifluoro-acetamide